ClC=1C(=NC(=NC1)NC1=C(C=C(C=C1)N1CCC(CC1)N1C[C@H](N([C@@H](C1)C)C)C)OC(F)F)NC1=C(SC=C1)C(=O)N 3-((5-chloro-2-((2-(difluorometh-oxy)-4-(4-((3R,5R)-3,4,5-trimeth-ylpiperazin-1-yl)piperidin-1-yl)-phenyl)amino)pyrimidin-4-yl)-amino)thiophene-2-carboxamide